BrC=1C(=C(OC2CCC(CC2)CCCO)C=CC1)C 3-[4-(3-bromo-2-methyl-phenoxy)cyclohexyl]propan-1-ol